ClC1=C2C(=NC=C1OC=1C=NN3C1C=NC=C3)N=C(N2C)NC=2C(N(C=C(C2)C2CC2)[C@H]2COCCC2)=O (R)-3-((7-chloro-1-methyl-6-(pyrazolo[1,5-a]pyrazin-3-yloxy)-1H-imidazo[4,5-b]pyridin-2-yl)amino)-5-cyclopropyl-1-(tetrahydro-2H-pyran-3-yl)pyridin-2(1H)-one